C(C)S(=O)(=O)N1CC(C1)COC1=C2C(=NC(=C1)C1=CN(C3=CN=C(C=C31)NC(C)=O)C)C3(OCC2)COCC3 N-(3-(4'-((1-(ethylsulfonyl)azetidin-3-yl)methoxy)-4,5,5',6'-tetrahydro-2H-spiro[furan-3,8'-pyrano[3,4-b]pyridin]-2'-yl)-1-methyl-1H-pyrrolo[2,3-c]pyridin-5-yl)acetamide